o-nitro-p-chloroaniline C1=CC(=C(C=C1Cl)[N+](=O)[O-])N